C(#N)C1=C(C=CC=C1)C=1N=C2N(C(C1)=O)C=C(C=C2C(C)NC2=C(C(=O)O)C=CC=C2)C 2-((1-(2-(2-cyanophenyl)-7-methyl-4-oxo-4H-pyrido[1,2-a]pyrimidin-9-yl)ethyl)amino)benzoic acid